FC1(C(C1)(C(=O)N1CC2(C1)CNCC2C(=O)OCC)C)F ethyl 2-(2,2-difluoro-1-methylcyclopropane-1-carbonyl)-2,6-diazaspiro[3.4]octane-8-carboxylate